(3-(4-(6-fluorobenzo[d]isoxazol-3-yl)piperidine-1-yl)propoxy)-5,6-dihydro-1H-pyrrolo[3,2,1-ij]quinoline FC1=CC2=C(C(=NO2)C2CCN(CC2)CCCOC2CN3CCCC4=CC=CC2=C34)C=C1